imidazo[2,1-f][1,6]naphthyridin-3-amine N=1C=C(N2C1C=1C=CC=NC1C=C2)N